FC1(CCN(CC1)C1=NC(=CC(=N1)NC(C1=C(C=C(C(=C1)F)NS(=O)(=O)CCO)N1CCC2(CC2)CC1)=O)C)F N-(2-(4,4-Difluoropiperidin-1-yl)-6-methylpyrimidin-4-yl)-5-fluoro-4-((2-hydroxyethyl)sulfonamido)-2-(6-azaspiro[2.5]octan-6-yl)benzamide